CN1C(=NC(=C1)CN1C2CN(CC1C2)C2=CC=C(C=N2)C=2C=1N(C=C(C2)OCC(C)(C)O)N=CC1C#N)C 4-(6-(6-((1,2-dimethyl-1H-imidazol-4-yl)methyl)-3,6-diazabicyclo[3.1.1]heptan-3-yl)pyridin-3-yl)-6-(2-hydroxy-2-methylpropoxy)pyrazolo[1,5-a]pyridine-3-carbonitrile